O=C([C@H](O)[C@@H](O)[C@H](O)[C@H](O)CO)O glucoonic acid